ClC=1C(=NC(=NC1)NC1=C(C=C2CCN(CC2=C1)C(=O)OCCCC)OC)NC1=C(C=C(C=C1)OS(=O)(=O)F)P(=O)(C)C Butyl 7-((5-chloro-4-((2-(dimethylphosphoryl)-4-((fluorosulfonyl)oxy)phenyl) amino)pyrimidin-2-yl)amino)-6-methoxy-3,4-dihydroisoquinoline-2(1H)-carboxylate